C(=C)O[Si]([O-])([O-])[O-] vinyl-Silicate